[N+](#[C-])CCN1CCN(CC1)C1=C(C(=CC=C1)N)N 3-(4-(2-isocyanoethyl)piperazin-1-yl)benzene-1,2-diamine